3,6-methanopyrrolo[3,2-c]pyridine-6-carboxamide N1=CC2=C3C=NC(C=C31)(C2)C(=O)N